NC1=C(C2=C(S1)C(=CC=C2C=2C1=C(C=3C(=NC(=NC3C2F)OC[C@]23CCCN3C[C@@H](C2)F)C2CC2)COC1)F)C#N 2-amino-4-((R)-1-cyclopropyl-5-fluoro-3-(((2R,7aS)-2-fluorotetrahydro-1H-pyrrolizin-7a(5H)-yl)methoxy)-7,9-dihydrofuro[3,4-f]quinazolin-6-yl)-7-fluorobenzo[b]thiophene-3-carbonitrile